B(O)(O)O.[SiH3][SiH2][SiH3].[SiH3][SiH2][SiH3].[SiH3][SiH2][SiH3] tris(trisilane) borate